phenyl-[(diphenyltriazinyl)phenyl]dibenzothiophene C1(=CC=CC=C1)C1=C(C2=C(SC3=C2C=CC=C3)C=C1)C1=C(C=CC=C1)C1=NN=NC(=C1C1=CC=CC=C1)C1=CC=CC=C1